C[C@@](N(CC1=CC=CC=C1)CC1=CC=CC=C1)(CO)C(=O)OC[C@@H](NC)C(=O)O.F[C@@H](CN)COC (S)-2-fluoro-3-methoxypropan-1-amine methyl-D-serinate methyl-dibenzyl-D-serinate